ClC1=CC(=C(C=C1)C1=NC(=CC2=C1N=C1N(C2=O)CCC1)N1C[C@@H](OCC1)C=1C=NN(C1)COCC[Si](C)(C)C)F (S)-1-(4-chloro-2-fluorophenyl)-3-(2-(1-((2-(trimethylsilyl)ethoxy)methyl)-1H-pyrazol-4-yl)morpholino)-8,9-dihydropyrido[3,4-d]pyrrolo[1,2-a]pyrimidin-5(7H)-one